N-(2-(2-(4-(benzyloxy)phenoxy)ethoxy)ethyl)-2-pyrrolidinamine C(C1=CC=CC=C1)OC1=CC=C(OCCOCCNC2NCCC2)C=C1